2,3,5,6-tetrabromo-1,4-benzoquinone BrC=1C(C(=C(C(C1Br)=O)Br)Br)=O